C(C)(C)(C)C1=CC=C(C=C1)C=1C=2N(C3=CC=C(C=C3N1)C(=O)O)C=C(C2)OC 4-(4-(tert-butyl)phenyl)-2-methoxypyrrolo[1,2-a]quinoxaline-7-carboxylic acid